ON=C(N)C1=NC=C(N=C1)NC1=NN(C=N1)C1=NC=C(C=C1)C(F)(F)F N'-hydroxy-5-((1-(5-(trifluoromethyl)pyridin-2-yl)-1H-1,2,4-triazol-3-yl)amino)pyrazine-2-carboxamidine